6-(6-fluoro-3-pyridyl)imidazo[1,2-a]pyrimidine FC1=CC=C(C=N1)C=1C=NC=2N(C1)C=CN2